1,1-bis(4'-hydroxyphenyl)-1-phenylpropane OC1=CC=C(C=C1)C(CC)(C1=CC=CC=C1)C1=CC=C(C=C1)O